1-allyl-3-ethylimidazolium tetrafluoroborate F[B-](F)(F)F.C(C=C)N1C=[N+](C=C1)CC